CN(CCOC=1C=CC(=C(C(=O)NC2(CC2)C2=CN=CC3=CC=CC=C23)C1)C)C 5-(2-(Dimethylamino)ethoxy)-N-(1-(isoquinolin-4-yl)cyclopropyl)-2-methylbenzamide